[2-(3,4-Dimethyl-phenyl)-imidazo[1,2-a]pyridin-7-yl]-dimethyl-amine CC=1C=C(C=CC1C)C=1N=C2N(C=CC(=C2)N(C)C)C1